FC1(CC(C1)N1C(=NC2=NC=C(C=C21)C=2C=CN1N=CN=C(C12)OC)C)F 1-(3,3-difluorocyclobutyl)-6-(4-methoxypyrrolo[2,1-f][1,2,4]triazin-5-yl)-2-methylimidazo[4,5-b]pyridine